4-amino-N,1-dimethyl-N-((3S)-5-(trifluoromethyl)-2,3-dihydrofuro[2,3-b]pyridin-3-yl)-1H-pyrazolo[4,3-c]quinoline-8-carboxamide NC1=NC=2C=CC(=CC2C2=C1C=NN2C)C(=O)N([C@@H]2COC1=NC=C(C=C12)C(F)(F)F)C